(1S,2S,3R,4S,5S,6R)-6-(((3R,6S)-3-azido-6-((benzyl((benzyloxy)carbonyl)amino)methyl)tetrahydro-2H-pyran-2-yl)oxy)-3,5-bis(((benzyloxy)carbonyl)amino)cyclohexane-1,2,4-triyl triacetate C(C)(=O)O[C@@H]1[C@H]([C@@H]([C@H]([C@@H]([C@H]1OC1O[C@@H](CC[C@H]1N=[N+]=[N-])CN(C(=O)OCC1=CC=CC=C1)CC1=CC=CC=C1)NC(=O)OCC1=CC=CC=C1)OC(C)=O)NC(=O)OCC1=CC=CC=C1)OC(C)=O